BrC1=CC(=CC(=C1)[N+](=O)[O-])COC 1-bromo-3-(methoxymethyl)-5-nitrobenzene